CC1(CCN(CC1)CCO[C@@H](C)C1=CC=C(C=N1)C1=CC=2C3=C(N=NC2C=C1)N(C(N3C(C)C)=O)C)C (S)-8-(6-(1-(2-(4,4-dimethylpiperidin-1-yl)ethoxy)ethyl)pyridin-3-yl)-1-isopropyl-3-methyl-1H-imidazo[4,5-c]cinnolin-2(3H)-one